ethyl (5-(bromomethyl)-2-fluorobenzyl)(methyl)phosphinate BrCC=1C=CC(=C(CP(OCC)(=O)C)C1)F